O=S1(N=C(C2=C1C=CC=C2)N2CCN(CC2)C(\C=C\C2=CC=CC=C2)=O)=O (E)-1-(4-(1,1-dioxidobenzo[d]isothiazol-3-yl)piperazin-1-yl)-3-phenylprop-2-ene-1-one